N-(7-oxo-4,5,6,7-tetrahydrobenzo[d]thiazol-2-yl)acetamide O=C1CCCC=2N=C(SC21)NC(C)=O